3-{3-[(3-cyclopropyl-2-fluorophenyl)sulfinyl]-6-methylpyridazin-4-yl}-5-(2,4-dimethylbenzyl)-5,6-dihydro-4H-1,2,4-oxadiazine C1(CC1)C=1C(=C(C=CC1)S(=O)C=1N=NC(=CC1C1=NOCC(N1)CC1=C(C=C(C=C1)C)C)C)F